(E)-N-hydroxy-3-(3-(4-(4-methylpiperazin-1-yl)phenyl)benzo[c]isoxazol-5-yl)acrylamide ONC(\C=C\C1=CC=2C(=NOC2C2=CC=C(C=C2)N2CCN(CC2)C)C=C1)=O